N-((1-(4-Chloro-2-methylbenzyl)cyclobutyl)methyl)-1-methyl-5-oxo-4,5-dihydro-1H-1,2,4-triazole-3-carboxamide ClC1=CC(=C(CC2(CCC2)CNC(=O)C2=NN(C(N2)=O)C)C=C1)C